ClC=1C(=C(C=CC1F)[C@@H](NC(=O)N1CC(NCC1)=O)C=1C=NC(=CC1)OCC(F)(F)F)F |o1:8| N-((S or R)-(3-chloro-2,4-difluorophenyl)(6-(2,2,2-trifluoroethoxy)pyridin-3-yl)methyl)-3-oxopiperazine-1-carboxamide